mono-Bocdiaminohexane C(=O)(OC(C)(C)C)C(CCCCC)(N)N